rac-(1R,2R)-2-(4-methylpyrimidin-2-yl)cyclopropane-1-carboxamide CC1=NC(=NC=C1)[C@H]1[C@@H](C1)C(=O)N |r|